4-[(4,6,7-trichloro-3-quinolyl)sulfonyl]thiomorpholine ClC1=C(C=NC2=CC(=C(C=C12)Cl)Cl)S(=O)(=O)N1CCSCC1